FC=1C=C2C(=NC1)N(C=C2C=2C=CC1=C(N=C(O1)N1CCOCC1)C2)C 5-(5-fluoro-1-methyl-1H-pyrrolo[2,3-b]pyridin-3-yl)-2-morpholinobenzo[d]oxazole